C(C=C)OC1=C(C=C(C=C1Cl)C(CC(C[N+](=O)[O-])C1=CC=C(C=C1)OCC#C)=O)Cl 1-(4-(Allyloxy)-3,5-dichlorophenyl)-4-nitro-3-(4-(prop-2-yn-1-yloxy)phenyl)butan-1-one